bis-(3,4-epoxycyclohexylmethyl) adipate (bis-(3,4-epoxycyclohexylmethyl) adipate) C1(CC2C(CC1)O2)CC(C(=O)O)(CCCC(=O)O)CC2CC1C(CC2)O1.C(CCCCC(=O)OCC1CC2C(CC1)O2)(=O)OCC2CC1C(CC2)O1